[4-(6-aminopyridazin-3-yl)piperidin-1-yl]-[4-[4-(trifluoromethyl)phenoxy]phenyl]methanone NC1=CC=C(N=N1)C1CCN(CC1)C(=O)C1=CC=C(C=C1)OC1=CC=C(C=C1)C(F)(F)F